BrC=1C=C(C=NC1)C1=CC=C(C=C1)N1C(CC(C1)(C)C)=O 1-(4-(5-bromopyridin-3-yl)phenyl)-4,4-dimethylpyrrolidin-2-one